4-(5-Chloro-2-((1-methyl-1H-pyrazol-4-yl)amino)pyrimidin-4-yl)benzoic Acid ClC=1C(=NC(=NC1)NC=1C=NN(C1)C)C1=CC=C(C(=O)O)C=C1